[Si](C)(C)(C(C)(C)C)[SiH3] (tert-butyldimethylsilyl)silane